FC=1C=NC=CC1N1CC(C1)CC(=O)N1CC=2N=C(N=C(C2C1C)OC)C#N 6-(2-(1-(3-Fluoropyridin-4-yl)azetidin-3-yl)acetyl)-4-methoxy-5-methyl-6,7-dihydro-5H-pyrrolo[3,4-d]pyrimidine-2-carbonitrile